(1-azidoethyl)-2-bromo-1,5-dimethyl-1H-imidazole N(=[N+]=[N-])C(C)C=1N=C(N(C1C)C)Br